6-(4-((1R,2R,5S)-8-acryloyl-3-oxa-8-azabicyclo[3.2.1]octan-2-yl)-6-chloropyridin-2-yl)-N-methylpyrimidine-4-carboxamide C(C=C)(=O)N1[C@H]2[C@H](OC[C@@H]1CC2)C2=CC(=NC(=C2)Cl)C2=CC(=NC=N2)C(=O)NC